N1(CCCC1)C=1N=CC2=C(C=NNC2=O)N1 2-(pyrrolidin-1-yl)pyrimido[4,5-d]pyridazin-5(6H)-one